isopropyl (S)-6-diazo-2-(1-hydroxycyclohexane-1-carboxamido)-5-oxohexanoate [N+](=[N-])=CC(CC[C@@H](C(=O)OC(C)C)NC(=O)C1(CCCCC1)O)=O